(2R)-2-methyloxan C[C@H]1OCCCC1